The molecule is a 5'-deoxyribonucleotide having uracil as the nucleobase, an amino substituent at the 5'-position and a phosphate group at the 2'-position. C1=CN(C(=O)NC1=O)[C@H]2[C@@H]([C@@H]([C@H](O2)CN)O)OP(=O)(O)O